CC1=CC=C2C(=N1)C=C(O2)C2=CC=C(C=C2)NC(OC(C)(C)C)=O tert-butyl (4-(5-methylfuro[3,2-b]pyridin-2-yl)phenyl)carbamate